3-[(2,2,3,3-tetramethyl-4,7,10,13,16,19-hexaoxa-3-silahenicosan-21-yl)oxy]benzaldehyde CC(C)([Si](OCCOCCOCCOCCOCCOCCOC=1C=C(C=O)C=CC1)(C)C)C